C(C)(=O)N[C@H]1C[C@H](CCC1)C(=O)NC1=NC=C(C(=C1)Br)Cl (1S,3R)-3-acetylamino-N-(4-bromo-5-chloro-2-pyridinyl)cyclohexanecarboxamide